NC1=CC=C(C=C1)CC1=CC=C(C=C1)N bis-(p-aminophenyl)methane